C(C)N(C(OC(C)(C)C)=O)C1(CC1)COC1=NC=C(C=C1)I Tert-butyl ethyl(1-(((5-iodopyridin-2-yl)oxy)methyl)cyclopropyl)carbamate